7-fluoro-quinolin FC1=CC=C2C=CC=NC2=C1